methyl (R)-5-(5-((5-((2-amino-5-bromophenyl) amino)-4-methylpentyl) oxy)-1-methyl-1H-pyrazol-4-yl)-1-ethyl-6-oxo-1,6-dihydropyridine-3-carboxylate NC1=C(C=C(C=C1)Br)NC[C@@H](CCCOC1=C(C=NN1C)C1=CC(=CN(C1=O)CC)C(=O)OC)C